Piperidine-4-Sulfonamide N1CCC(CC1)S(=O)(=O)N